O1C(=NC2=C1C=CC=C2)C=2N=C(N(C(C2OC)=O)C)N2CC1=CC=C(C=C1C2C2=CC=CC=C2)C(=O)OC methyl 2-[4-(1,3-benzoxazol-2-yl)-5-methoxy-1-methyl-6-oxopyrimidin-2-yl]-3-phenyl-1,3-dihydroisoindole-5-carboxylate